CN1[C@@H]([C@H](CC1=O)C(=O)NCCCNC(CCCNC(OC(C)(C)C)=O)=O)C=1C=NC=CC1 tert-butyl (4-((3-((2S,3S)-1-methyl-5-oxo-2-(pyridin-3-yl) pyrrolidine-3-carboxamido)propyl)amino)-4-oxobutyl)carbamate